(S)-1-((R)-8-(4'-((cyclobutylamino)methyl)biphenyl-3-ylsulfonyl)-1-oxa-8-azaspiro[4.5]decan-3-ylamino)-3-(3-(1-(hydroxymethyl)cyclopropylsulfonyl)phenoxy)propan-2-ol C1(CCC1)NCC1=CC=C(C=C1)C1=CC(=CC=C1)S(=O)(=O)N1CCC2(C[C@H](CO2)NC[C@@H](COC2=CC(=CC=C2)S(=O)(=O)C2(CC2)CO)O)CC1